hydroxyphenyl-methoxypentoxysilane O[SiH](OCCCCCOC)C1=CC=CC=C1